C(C)(C)(C)C1=CC=C(CN2N=C(N(C2=O)CC)CCCC=2C=C(C=CC2)C2=CC(=C(C=C2)OC)CCC(=O)O)C=C1 3-(3'-(3-(1-(4-(tert-butyl)benzyl)-4-ethyl-5-oxo-4,5-dihydro-1H-1,2,4-triazol-3-yl)propyl)-4-methoxy-[1,1'-biphenyl]-3-yl)propanoic acid